tert-butyl (2-morpholino-4-((2-(trifluoromethyl)benzyl)carbamoyl)thiazol-5-yl)carbamate O1CCN(CC1)C=1SC(=C(N1)C(NCC1=C(C=CC=C1)C(F)(F)F)=O)NC(OC(C)(C)C)=O